O=C1N(C(C=C1)=O)C=1C(=CC(=C(OCCCC(=O)O)C1)CCC(OC1=C(C(=CC(=C1F)F)F)F)=O)F 4-(5-(2,5-dioxo-2,5-dihydro-1H-pyrrol-1-yl)-4-fluoro-2-(3-oxo-3-(2,3,5,6-tetrafluorophenoxy)propyl)phenoxy)butanoic acid